ClC1=NC=2C(N(C=CC2C=C1C)CC1=C(C=C(C=C1)OC)OC)=O 2-chloro-7-(2,4-dimethoxybenzyl)-3-methyl-1,7-naphthyridin-8(7H)-one